2-(1,5,6,7,8,9-hexahydroimidazo[4',5':4,5]benzo[1,2-d]azepin-2-yl)acetic acid N1C(=NC2=CC3=C(CCNCC3)C=C21)CC(=O)O